C(C)C=1C=C(C=NC1C)NC(C(=O)N1[C@H](CC[C@@H](C1)C)C1=CC=C(C=C1)F)=O N-(5-ethyl-6-methyl-3-pyridyl)-2-[(2R,5S)-2-(4-fluorophenyl)-5-methyl-1-piperidyl]-2-oxo-acetamide